O1C(C1)COC1=CC=C(C=C1)C(C)(C1=CC=C(C=C1)OCC1OC1)C1=CC=C(C=C1)C(C)(C)C1=CC=C(OCC2OC2)C=C1 2-[[4-[2-[4-[1,1-bis[4-(oxiran-2-ylmethoxy)phenyl]ethyl]phenyl]propan-2-yl]phenoxyl]methyl]oxirane